8-(1-(tert-butoxycarbonyl)piperidin-4-yl)-2-(4-phenoxyphenyl)-5,6,7,8-tetrahydroimidazo[1,2-b]pyridazine-3-carboxylic acid C(C)(C)(C)OC(=O)N1CCC(CC1)C1C=2N(NCC1)C(=C(N2)C2=CC=C(C=C2)OC2=CC=CC=C2)C(=O)O